C(C)N(C(=O)[C@H]1CN(C)[C@@H]2CC3=C(N(C4=CC=CC(C2=C1)=C34)C(=O)C3CC3)Br)CC 1-cyclopropanecarbonyl-2-bromo-lysergic acid diethylamide